(S)-N-(4-(4-carbamoyl-5-((2-methoxypyridin-4-yl)amino)-1H-pyrazol-3-yl)phenyl)-3-phenylpiperidine-1-carboxamide C(N)(=O)C=1C(=NNC1NC1=CC(=NC=C1)OC)C1=CC=C(C=C1)NC(=O)N1C[C@@H](CCC1)C1=CC=CC=C1